C1(CCCCC1)NC1C(CCCC1)N N-cyclohexylcyclohexane-1,2-diamine